Ethyl (E)-3-(2-(tert-butoxy)thiophen-3-yl)acrylate C(C)(C)(C)OC=1SC=CC1/C=C/C(=O)OCC